N-(8,9-Difluoro-6-oxo-1,4,5,6-tetrahydro-2H-pyrano[3,4-c]isoquinolin-1-yl)-3-(4-fluorophenyl)-N-methyl-1H-pyrazole-5-carboxamide FC=1C(=CC=2C3=C(NC(C2C1)=O)COCC3N(C(=O)C3=CC(=NN3)C3=CC=C(C=C3)F)C)F